C(C)C1CCCC(N1)=O 6-Ethyl-2-piperidone